FC=1C=C(C=C(C1)F)C1=NOC(C1)(C(=O)OC(C)C)C=C isopropyl 3-(3,5-difluorophenyl)-5-vinyl-4H-isoxazole-5-carboxylate